CCCCCCCC/C=C\\CCCCCCCCOCC(C[N+](C)(C)CCNC(=O)C(CCCNCCCN)NCCCN)OCCCCCCCC/C=C\\CCCCCCCC.C(=O)(C(F)(F)F)[O-] The molecule is a quaternary ammonium salt in which the quaternary nitrogen is substituted by a 2,3-dioleyloxypropyl group, a [2-(sperminecarboxamido)ethyl group, and two methyl groups, and in which the positive charged is balanced by a trifluoroacetate anion. It is a quaternary ammonium salt and a substituted spermine. It contains a trifluoroacetate.